isophthalic acid bis(2-phenoxypropionyl hydrazide) O(C1=CC=CC=C1)C(C(=O)N(N)C(C1=CC(C(=O)N(N)C(C(C)OC2=CC=CC=C2)=O)=CC=C1)=O)C